1-methyl-3-trimethoxysilylimidazole bis(trifluoromethanesulfonyl)imide salt [N-](S(=O)(=O)C(F)(F)F)S(=O)(=O)C(F)(F)F.CN1CN(C=C1)[Si](OC)(OC)OC